C1(CC1)C(C(F)(F)F)NC(=O)C1=NNC(=N1)C=1C=C(C=CC1)C=1OC(=CN1)C(=O)N[C@H](C(=O)OCC)C(C)C (2S)-ethyl 2-(2-(3-(3-((1-cyclopropyl-2,2,2-trifluoroethyl)carbamoyl)-1H-1,2,4-triazol-5-yl)phenyl)oxazole-5-carboxamido)-3-methylbutanoate